3-{4-[3-(trichloromethoxy)propoxyl-1H-pyrazol-1-yl]bicyclo[1.1.1]pentan-1-yl}-3,4-dihydro-2H-1-benzopyran-2-carboxamide ClC(OCCCOC1=NN(C=C1)C1C2CC1(C2)C2C(OC1=C(C2)C=CC=C1)C(=O)N)(Cl)Cl